2-oleoyl-glycero-3-phosphoryl-phosphorylcholine C(CCCCCCC\C=C/CCCCCCCC)(=O)OC(CO)COP(=O)(O)P(=O)=C(O)C[N+](C)(C)C